FC1=C(C=C(C(=C1)C)C1=NC=CC=N1)NC(=O)N1[C@@H]2C[C@@H](C[C@]1(C2)C2=NC(=NO2)C)C (1S,3S,5R)-N-(2-fluoro-4-methyl-5-pyrimidin-2-ylphenyl)-3-methyl-1-(3-methyl-1,2,4-oxadiazol-5-yl)-6-azabicyclo[3.1.1]heptane-6-carboxamide